1,2,4-triazole-3-acetic acid N1N=C(N=C1)CC(=O)O